2-chloro-N-(7-(8-ethyl-2-(((1S,3S)-3-hydroxycyclopentyl)amino)quinazolin-6-yl)pyrrolo[2,1-f][1,2,4]triazin-4-yl)benzenesulfonamide ClC1=C(C=CC=C1)S(=O)(=O)NC1=NC=NN2C1=CC=C2C=2C=C1C=NC(=NC1=C(C2)CC)N[C@@H]2C[C@H](CC2)O